Fluorene C1=CC=CC=2C3=CC=CC=C3CC12